C(C=C)N1CNC=C1 N-prop-2-enyl-3H-imidazole